1-Fluoro-6-phenylindazolo[3,2-a]isoquinoline FC1=CC=CC=2C=C(N3C(C12)=C1C=CC=CC1=N3)C3=CC=CC=C3